C(C)(=O)C1=NN(C2=CC=C(C=C12)NC(CC(C)(C)C)=O)CC(=O)N(C(C)C)CC(=O)NCC1=C(C(=CC=C1)Cl)F N-(3-acetyl-1-(2-((2-(3-chloro-2-fluorobenzylamino)-2-oxoethyl)(isopropyl)amino)-2-oxoethyl)-1H-indazol-5-yl)-3,3-dimethylbutanamide